4-(2-hydroxypropan-2-yl)-6-(trifluoromethyl)phthalazin-1(2H)-one OC(C)(C)C1=NNC(C2=CC=C(C=C12)C(F)(F)F)=O